2-[(dodecyl-sulfanyl)sulfonyl]-sulfanyl-propionic acid C(CCCCCCCCCCC)SS(=O)(=O)C(C(=O)O)(C)S